4-azido-D-glucopyranosyl azide N(=[N+]=[N-])[C@@]1([C@@H]([C@H](C(O[C@@H]1CO)N=[N+]=[N-])O)O)O